β,3,4-trihydroxy-N-methylphenethylamine OC(CNC)C1=CC(=C(C=C1)O)O